C(C)(C)OC=1C=C(C=CC1)/C=C/C(=O)Cl (E)-3-(3-isopropoxyphenyl)acryloyl chloride